N-[4-[8-amino-3-(trideuteriomethyl)-5-(trifluoromethyl)imidazo[1,5-a]pyrazin-1-yl]-3-methyl-phenyl]-2-(3,5-difluoro-phenyl)-2-hydroxy-acetamide NC=1C=2N(C(=CN1)C(F)(F)F)C(=NC2C2=C(C=C(C=C2)NC(C(O)C2=CC(=CC(=C2)F)F)=O)C)C([2H])([2H])[2H]